COC(=O)C=1C=C2C=CC(=NC2=CC1)N1[C@@H]2CO[C@H](C1)C2 2-((1S,4S)-2-oxa-5-azabicyclo[2.2.1]hept-5-yl)quinoline-6-carboxylic acid methyl ester